Cl.[N+](=O)([O-])C=1C=NN(C1)[C@H]1CNCC1 4-nitro-1-[(3R)-pyrrolidin-3-yl]-1H-pyrazole hydrochloride salt